5-[[2,4-dichloro-5-(2-pyridyl)benzoyl]amino]-1-phenyl-N-prop-2-ynyl-pyrazole-3-carboxamide ClC1=C(C(=O)NC2=CC(=NN2C2=CC=CC=C2)C(=O)NCC#C)C=C(C(=C1)Cl)C1=NC=CC=C1